p-toluidine acrylate C(C=C)(=O)O.NC1=CC=C(C=C1)C